(1S,2R,3R,5R)-3-((ethyl(3-((3-phenoxyphenethyl)amino)propyl)amino)methyl)-5-(4-(methylamino)-7H-pyrrolo[2,3-d]pyrimidin-7-yl)cyclopentane-1,2-diol C(C)N(CCCNCCC1=CC(=CC=C1)OC1=CC=CC=C1)C[C@@H]1[C@H]([C@H]([C@@H](C1)N1C=CC2=C1N=CN=C2NC)O)O